methyl (R)-2-(1-((2-amino-5-(4,4,5,5-tetramethyl-1,3,2-dioxaborolan-2-yl)pyridin-3-yl)oxy)ethyl)-4-fluorobenzoate NC1=NC=C(C=C1O[C@H](C)C1=C(C(=O)OC)C=CC(=C1)F)B1OC(C(O1)(C)C)(C)C